[Si](C)(C)(C(C)(C)C)O[C@@H]1C[C@@H](N(CC1)C(=O)OC(C)(C)C)C1=C(C=C(C=C1F)C(F)(F)F)Cl tert-butyl (2R,4S)-4-((tert-butyldimethylsilyl)oxy)-2-(2-chloro-6-fluoro-4-(trifluoromethyl)phenyl)piperidine-1-carboxylate